7-(methylsulfanyl)-3,4-dihydro-2H-1-benzopyran-4-ol CSC1=CC2=C(C(CCO2)O)C=C1